1,3-benzodiazole-2,6-diamine N1C(=NC2=C1C=C(C=C2)N)N